(d)-2-(2-(1-benzhydrylazetidin-3-ylidene)-2-chloroethyl)isoindoline-1,3-dione C(C1=CC=CC=C1)(C1=CC=CC=C1)N1CC(C1)=C(CN1C(C2=CC=CC=C2C1=O)=O)Cl